3-fluoro-6-methoxy-4-(1-(3-methyloxetan-3-yl)-1H-imidazo[4,5-c]pyridin-2-yl)benzene-1,2-diol FC1=C(C(=C(C=C1C=1N(C2=C(C=NC=C2)N1)C1(COC1)C)OC)O)O